ClC=1C=C2C(=NC(N(C2=CC1C1=C(C=CC=C1)F)C1=C(C=CC=C1)C(C)C)=O)N1[C@H](CN(CC1)C(C=C)=O)C 6-Chloro-7-(2-fluorophenyl)-4-((2S)-2-methyl-4-(2-propenoyl)-1-piperazinyl)-1-(2-(2-propanyl)phenyl)-2(1H)-quinazolinone